5-(4-phenoxybutanoyl)amino-3-(1,4,5,6,7,8,9-heptahydroquinolizin-2-yl)-benzofuran O(C1=CC=CC=C1)CCCC(=O)NC=1C=CC2=C(C(=CO2)C=2CC3CCCCN3CC2)C1